C1(CC1)OC1=C(C=C(C=C1)C(CN1N=CC=N1)=O)[N+](=O)[O-] 1-(4-Cyclopropoxy-3-nitrophenyl)-2-(2H-1,2,3-triazol-2-yl)ethan-1-one